hydroxy-2-quinolinyl beta-D-glucopyranosiduronic acid O([C@H]1[C@H](O)[C@@H](O)[C@H](O)[C@H](O1)C(=O)O)C1=NC2=CC=CC=C2C=C1O